NC=1C=C(C=C2C=C(N=CC12)NC(=O)[C@H]1[C@H](C1)F)C=1C=NN(C1C(C)C)[C@@H]1OCCCC1 |&1:26| (+-)-cis-N-[8-amino-6-(5-isopropyl-1-tetrahydropyran-2-yl-pyrazol-4-yl)-3-isoquinolyl]-2-fluoro-cyclopropanecarboxamide